C(CCC)OC(=O)NS(=O)(=O)C1=CC=C(C=C1)C(F)(F)F Butoxycarbonyl-4-(Trifluoromethyl)Phenyl-Sulfonamide